5-(3-(difluoromethyl)imidazo[1,2-b]pyridazin-6-yl)-N-(trans-4-morpholinocyclohexyl)-7H-pyrrolo[2,3-d]pyrimidin-4-amine FC(C1=CN=C2N1N=C(C=C2)C2=CNC=1N=CN=C(C12)N[C@@H]1CC[C@H](CC1)N1CCOCC1)F